N1(CCC1)C1=NC=CC(=C1CCl)C 2-(Azetidin-1-yl)-3-(chloromethyl)-4-methylpyridine